C(#N)[C@H]1N(CSC1)C(CNC(=O)C1=CC=NC2=CC=C(C=C12)[C@@H]1OCCCC1)=O |&1:22| N-(2-((R)-4-cyanothiazolidin-3-yl)-2-oxoethyl)-6-((RS)-tetrahydro-2H-pyran-2-yl)-quinoline-4-carboxamide